3-[4-fluoro-2'-hydroxy-6'-methyl-5-(trifluoromethyl)-[1,1'-biphenyl]-3-yl]propanoate FC1=C(C=C(C=C1C(F)(F)F)C1=C(C=CC=C1C)O)CCC(=O)[O-]